1-(7-cyclopentylpyrazolo[1,5-a]pyrimidin-6-yl)-3-[6-[5-[4-[4-[2-(2,6-dioxo-3-piperidyl)-1-oxo-isoindolin-5-yl]piperazin-1-yl]-4-oxo-butyl]-1,2,4-oxadiazol-3-yl]-5-fluoro-3-pyridyl]urea C1(CCCC1)C1=C(C=NC=2N1N=CC2)NC(=O)NC=2C=NC(=C(C2)F)C2=NOC(=N2)CCCC(=O)N2CCN(CC2)C=2C=C1CN(C(C1=CC2)=O)C2C(NC(CC2)=O)=O